3-ACETOXYBENZALDEHYDE C(C)(=O)OC=1C=C(C=O)C=CC1